C1(=CC=CC=C1)S(=O)(=O)N1C=C(C2=CC=C(C=C12)CCC(C)(C)O)C1=NC(=NC=C1C(F)(F)F)N[C@@H]1CN(CCC1)C(=O)OC(C)(C)C tert-butyl (3S)-3-[[4-[1-(benzenesulfonyl)-6-(3-hydroxy-3-methyl-butyl)indol-3-yl]-5-(trifluoromethyl)pyrimidin-2-yl]amino]piperidine-1-carboxylate